C(C)OC(C(C=O)C1CCC1)=O 2-cyclobutyl-3-oxo-propionic acid ethyl ester